{4-[5-amino-6-(2,6-dichloro-benzyloxy)-pyrazin-2-yl]-phenyl}-(4-pyrrolidin-1-yl-piperidin-1-yl)-methanone NC=1N=CC(=NC1OCC1=C(C=CC=C1Cl)Cl)C1=CC=C(C=C1)C(=O)N1CCC(CC1)N1CCCC1